4-[(3,7-dimethyl-[1,2,4]triazolo[4,3-a]pyridin-6-yl)methyl]cyclohexanecarboxylic acid CC1=NN=C2N1C=C(C(=C2)C)CC2CCC(CC2)C(=O)O